5-bromo-3-(6-(difluoromethyl)pyridin-3-yl)-2-ethyl-1-tosyl-1H-pyrrolo[2,3-b]pyridine BrC=1C=C2C(=NC1)N(C(=C2C=2C=NC(=CC2)C(F)F)CC)S(=O)(=O)C2=CC=C(C)C=C2